BrC1=C(C=C(C=C1)F)S(=O)(=O)C 1-bromo-4-fluoro-2-methane-sulfonyl-benzene